tert-butyl (1S,4S,5S)-3-allyl-1-fluoro-4-(prop-1-en-2-yl)-3,8-diazabicyclo[3.2.1]octane-8-carboxylate C(C=C)N1C[C@]2(CC[C@@H]([C@@H]1C(=C)C)N2C(=O)OC(C)(C)C)F